1-(4-((4-(2-fluoro-4-(trifluoromethyl)phenyl)piperazin-1-yl)methyl)benzyl)piperidine FC1=C(C=CC(=C1)C(F)(F)F)N1CCN(CC1)CC1=CC=C(CN2CCCCC2)C=C1